ClC1=C(C=C(C=C1)F)C1N(C(C2=CC=C3C=NC(=NC3=C21)O)=O)CC2=CC=C(C=C2)OC 9-(2-Chloro-5-fluorophenyl)-2-hydroxy-8-(4-methoxybenzyl)-8,9-dihydro-7H-pyrrolo[3,4-h]quinazoline-7-one